C1(=CC=CC=C1)C1=C(C=CC=C1)C1NC(NC(=C1C(C)=O)C=1C=NC=CC1)=S 1-[4-(2-Phenylphenyl)-6-(pyridin-3-yl)-2-thioxo-1,2,3,4-tetrahydropyrimidin-5-yl]ethan-1-one